CC=1N=C(SC1[N+](=O)[O-])NC(=O)C1=C(C=CC=C1)NC(CCOCCOCCC(=O)O)=O 3-(2-(3-((2-((4-methyl-5-nitrothiazol-2-yl)carbamoyl)phenyl)amino)-3-oxopropoxy)ethoxy)propanoic acid